FC1(C(C1)C1=NN2C(N(C(C(CC2)I)=O)C)=C1)F 2-(2,2-difluorocyclopropyl)-6-iodo-4-methyl-7,8-dihydro-4H-pyrazolo[1,5-a][1,3]diazepin-5(6H)-one